C(C)(C)(C)OC(=O)N1CCC(=CC1)C1=CC(=C(C(=O)NC2=C(C=C(C=C2)C=2CCN(CC2)C(=O)OC(C)(C)C)C)C=C1)C tert-butyl 4-(4-(4-(1-(tert-butoxycarbonyl)-1,2,3,6-tetrahydropyridin-4-yl)-2-methylbenzamido)-3-methylphenyl)-3,6-dihydropyridine-1(2H)-carboxylate